N1C=NC=C2C1=CC=N2 AZOLOPYRIMIDINE